2-amino-3-(4-methoxyphenyl)-2-methylbutanoic acid NC(C(=O)O)(C(C)C1=CC=C(C=C1)OC)C